2-chloro-4-[[4-[[(1S)-2-hydroxy-1-phenyl-ethyl]amino]-5-oxazol-2-yl-pyrimidin-2-yl]amino]-N,N-dimethyl-benzamide ClC1=C(C(=O)N(C)C)C=CC(=C1)NC1=NC=C(C(=N1)N[C@H](CO)C1=CC=CC=C1)C=1OC=CN1